N1=C(N)N=C(N)N=C1N.P(=O)(O)(O)[O-].[NH4+] ammonium dihydrogen phosphate-melamine